C(/C1=CC=CC=C1)=N\CC1CCNCC1 (E)-N-benzylidene-1-(piperidin-4-yl)methanamine